ClC1=NC(=C2N=CN(C2=N1)CC1CC1)Cl 2,6-dichloro-9-(cyclopropylmethyl)-9H-purine